COC(=O)C=1N=C(C2=C(C=NC=C2C1O)C1=CC=C(C=C1)F)Br.C(C)(C)[C@@H]1N(C(OC1)=O)C(C(=C)C)=O (S)-4-isopropyl-3-methacryloyl-oxazolidin-2-one methyl-1-bromo-8-(4-fluorophenyl)-4-hydroxy-2,6-naphthyridine-3-carboxylate